((6-bromo-5-fluoropyridin-3-yl)imino)hexahydro-1λ6-thiopyran 1-oxide BrC1=C(C=C(C=N1)N=S1(CCCCC1)=O)F